C1(CC1)CC(C=O)NC(OC(C)(C)C)=O tert-butyl N-[1-(cyclopropylmethyl)-2-oxo-ethyl]carbamate